C(C)(C)(C)OC(=O)N1C[C@@H](NCC1)CCO (3S)-3-(2-hydroxyethyl)-1-piperazinecarboxylic acid tert-butyl ester